BrC1=NC=CC(=C1)C=1OC2=C(N1)C=C(C=C2)CO (2-(2-bromopyridin-4-yl)benzo[d]oxazol-5-yl)methanol